CN(CCOC1=NC=NC(=C1C(=O)NC=1SC2=C(N1)C=1C=CC(=CC1OC21COC1)C(F)(F)F)OC)C 4-(2-(dimethylamino)ethoxy)-6-methoxy-N-(7-(trifluoromethyl)spiro[chromeno[4,3-d]thiazole-4,3'-oxetan]-2-yl)pyrimidine-5-carboxamide